O[C@@H]1[C@H](CCC=2C=CC(=CC12)C(=O)N)[C@@H]1N2C(C3=CC=CC=C13)=CN=C2 (7R,8R)-8-hydroxy-7-((S)-5H-imidazo[5,1-a]isoindol-5-yl)-5,6,7,8-tetrahydronaphthalene-2-carboxamide